nonadecyl nonanoate C(CCCCCCCC)(=O)OCCCCCCCCCCCCCCCCCCC